O=C1N(C(C2=CC=CC=C12)=O)CC1=C(C=NN1C1=CC(=NC=C1)CC1=CC(=CC(=C1)C(F)(F)F)F)C(=O)OCC ethyl 5-((1,3-dioxoisoindolin-2-yl)methyl)-1-(2-(3-fluoro-5-(trifluoromethyl)benzyl)pyridin-4-yl)-1H-pyrazole-4-carboxylate